C(=O)C1=C(C=CC(=C1)OC)NC(C(=O)NC=1C=CC=C2C=CC=NC12)CCCC1=CC=CC=C1 ((2-formyl-4-methoxyphenyl)amino)-5-phenyl-N-(quinolin-8-yl)pentanamide